C(=CC)N1CC(CCC1)C=1N=C(N2C(=NC=CC21)N)C=2C=CC(=NC2)C(=O)NC2=NC=CC(=C2)C(F)(F)F 5-(1-(1-propenylpiperidin-3-yl)-5-aminoimidazo[1,5-c]pyrimidin-3-yl)-N-(4-(trifluoromethyl)pyridin-2-yl)pyridinecarboxamide